(M)-3-amino-4-(3-hydroxy-2,6-dimethyl-phenyl)-8-(trifluoromethyl)quinoline-2-carboxamide tert-butyl-3-oxopiperazine-1-carboxylate C(C)(C)(C)OC(=O)N1CC(NCC1)=O.NC=1C(=NC2=C(C=CC=C2C1C1=C(C(=CC=C1C)O)C)C(F)(F)F)C(=O)N